O-(1,2,4-triazol-1-yl)-alanine N1(N=CN=C1)OC([C@@H](N)C)=O